COC([C@H](C(C)C1=C(C(=CC=C1F)C)C)NS(=O)(=O)C1=C(C=C(C=C1)Cl)C(C(=O)OC(C)(C)C)C)=O (2S)-2-{2-[1-(tert-butoxy)-1-oxopropan-2-yl]-4-chlorobenzenesulfonylamino}-3-(6-fluoro-2,3-dimethylphenyl)butanoic acid methyl ester